ClC=1C=C2C(CN(CC2=C(C1)Cl)C)C=1C=C(C=CC1)S(=O)(=O)NC(C(=O)OC)CC(=O)OC Dimethyl 2-(3-(6,8-dichloro-2-methyl-1,2,3,4-tetrahydroisoquinolin-4-yl)phenylsulfonamido)succinate